NC1=CC=CC(=N1)S(=O)(=O)NC(=O)C=1C(=NC(=CC1)C=1C=NC(=CC1)OC(C)C)N1C[C@H](CCC1)C1=CC=CC=C1 N-[(6-Amino-2-pyridyl)sulfonyl]-6-(6-isopropoxy-3-pyridyl)-2-[(3R)-3-phenyl-1-piperidyl]pyridin-3-carboxamid